OCCCC1(OCCC(C1O)O)O hydroxypropyltetrahydropyrantriol